(6R)-6,7-difluoro-N-(2-(piperidin-1-yl)-4-((4-(trifluoromethyl)benzyl)amino)phenyl)heptanamide F[C@H](CCCCC(=O)NC1=C(C=C(C=C1)NCC1=CC=C(C=C1)C(F)(F)F)N1CCCCC1)CF